(6S)-6-[2-Chloro-3-(3-methyl-isoxazol-5-yl)phenyl]-2-imino-6-methyl-3-[(2S,4S)-2-methyl-tetrahydropyran-4-yl]hexahydro-pyrimidin-4-one trifluoroacetic acid salt FC(C(=O)O)(F)F.ClC1=C(C=CC=C1C1=CC(=NO1)C)[C@@]1(CC(N(C(N1)=N)[C@@H]1C[C@@H](OCC1)C)=O)C